N-methyl-4-(4-(2-oxotetrahydroimidazol-1-yl)phenoxy)pyridine-2-carboxamide CNC(=O)C1=NC=CC(=C1)OC1=CC=C(C=C1)N1C(NCC1)=O